COC=1C=C2C(=C(C(N(C2=CC1)C)=O)C#N)N1CCC(CC1)(C=1OC2=C(N1)C=C(C=C2)C)C 6-methoxy-1-methyl-4-[4-methyl-4-(5-methyl-1,3-benzooxazol-2-yl)piperidin-1-yl]-2-oxo-1,2-dihydroquinoline-3-carbonitrile